5-(4-(1,3-dioxolane-2-yl)piperidin-1-yl)-N-(2,6-dioxopiperidin-3-yl)pyridinecarboxamide O1C(OCC1)C1CCN(CC1)C=1C=CC(=NC1)C(=O)NC1C(NC(CC1)=O)=O